1-[2-cyano-4-(trifluoromethyl)phenyl]-4-[2'-(difluoromethoxy)-[2,3'-bipyridin]-5-yl]-N-[(3R)-1-methylpyrrolidin-3-yl]piperidine-4-carboxamide C(#N)C1=C(C=CC(=C1)C(F)(F)F)N1CCC(CC1)(C(=O)N[C@H]1CN(CC1)C)C=1C=CC(=NC1)C=1C(=NC=CC1)OC(F)F